C(C)OC(C)N1N=CC(=C1)C1=NC=C(C=2N1N=C(N2)N[C@@H]2[C@@H](CNCC2)C)OC(C)C (1-(1-Ethoxyethyl)-1H-pyrazol-4-yl)-8-isopropoxy-N-((3R,4S)-3-methylpiperidin-4-yl)-[1,2,4]triazolo[1,5-c]pyrimidin-2-amine